C1(=CC=CC2=CC=CC=C12)CC=1C(=C2N(C(C1)=O)[C@@H](CS2(=O)=O)C(=O)O)C2=CC(=CC=C2)C(F)(F)F |r| Racemic-7-(naphthalen-1-ylmethyl)-5-oxo-8-(3-(trifluoromethyl)phenyl)-2,3-dihydro-5H-thiazolo[3,2-a]pyridine-3-carboxylic acid 1,1-dioxide